dibenzyl (2-fluoro-4-(hydroxymethyl) phenyl) phosphate P(=O)(OCC1=CC=CC=C1)(OCC1=CC=CC=C1)OC1=C(C=C(C=C1)CO)F